1-(tert-Butyl)-3-(2-Fluorophenyl)-5-methyl-pyrazol-4-ol C(C)(C)(C)N1N=C(C(=C1C)O)C1=C(C=CC=C1)F